tert-butyl (2-(2-(4-(bis(2-chloroethyl)amino)phenoxy)acetamido)ethyl)carbamate ClCCN(C1=CC=C(OCC(=O)NCCNC(OC(C)(C)C)=O)C=C1)CCCl